2-(3-(4,6-diphenyl-1,3,5-triazin-2-yl)-2,4,5,6-tetrakis(9H-pyrido[3,4-b]indol-9-yl)phenyl)benzo[d]oxazole C1(=CC=CC=C1)C1=NC(=NC(=N1)C1=CC=CC=C1)C=1C(=C(C(=C(C1N1C2=C(C3=CC=CC=C13)C=CN=C2)N2C1=C(C3=CC=CC=C23)C=CN=C1)N1C2=C(C3=CC=CC=C13)C=CN=C2)C=2OC1=C(N2)C=CC=C1)N1C2=C(C3=CC=CC=C13)C=CN=C2